BrC=1C=CC2=C(C(=NO2)NS(=O)(=O)C2=C(C=CC(=C2)CC)OC)C1Cl N-(5-Bromo-4-chlorobenzo[d]isoxazol-3-yl)-5-ethyl-2-methoxybenzenesulfonamide